C(C)OC(=O)C=1C=NC=2CC(C(NC2C1)=O)CC 7-Ethyl-6-oxo-5,6,7,8-tetrahydro-1,5-naphthyridine-3-carboxylic acid ethyl ester